N-(phenyl)-3-cyano-4-methyl-6-hydroxy-2-pyridone C1(=CC=CC=C1)N1C(C(=C(C=C1O)C)C#N)=O